(R)-7-bromo-4-(cyclopropylethynyl)-4-(1,1-difluoroethyl)-6-fluoro-3,4-dihydroquinazolin-2(1H)-one BrC1=C(C=C2[C@@](NC(NC2=C1)=O)(C(C)(F)F)C#CC1CC1)F